butyl-λ1-sulfane C(CCC)[S]